1-(2-(1H-pyrazolo[3,4-b]pyridine-4-carbonyl)-2-azaspiro[3.3]heptan-6-yl)-3-(2-methyl-5-(trifluoromethyl)pyridin-3-yl)urea N1N=CC2=C1N=CC=C2C(=O)N2CC1(C2)CC(C1)NC(=O)NC=1C(=NC=C(C1)C(F)(F)F)C